2,4-difluoro-6-chloroethyl-1,3,5-triazine FC1=NC(=NC(=N1)F)CCCl